C\C(=C/CS)\CCC=C(C)C (2E)-3,7-dimethylocta-2,6-diene-1-thiol